N-(4-(methoxymethyl)-1-(2-oxo-2-(piperidin-1-yl)ethyl)piperidin-4-yl)-N-phenylpropanamide COCC1(CCN(CC1)CC(N1CCCCC1)=O)N(C(CC)=O)C1=CC=CC=C1